3-[(R)-ethylsulfinyl]pyridine-2-carbonitrile C(C)[S@@](=O)C=1C(=NC=CC1)C#N